FC1=C(C=CC=C1)C1=C2N(C(=NC1=O)N[C@H]1[C@@H](CC1)O)C=CC(=C2)C(F)(F)F 4-(2-Fluorophenyl)-1-(((1R,2R)-2-hydroxycyclobutyl)amino)-6-(trifluoromethyl)-3H-pyrido[1,2-c]pyrimidin-3-one